FC(C1=CC2=C(SC(=C2)C(N[C@H](C(=O)N2[C@@H](CCC2)C(NC=2SC(=CN2)C2=CC(=CC=C2)F)=O)C(C)(C)C)=O)C=C1)(F)P(O)(O)=O (difluoro(2-(((S)-1-((S)-2-((5-(3-fluorophenyl)thiazol-2-yl)carbamoyl)pyrrolidin-1-yl)-3,3-dimethyl-1-oxobutan-2-yl)carbamoyl)benzo[b]thiophen-5-yl)methyl)phosphonic acid